C(C1=CC=CC=C1)(=O)C=1C=C(C=CC1)C(C(=O)N1C=CC2=C1N=CC=1N2C(=CN1)[C@H]1CN(C[C@H]1CC)C(=O)NCC(F)(F)F)C (3R,4S)-3-(3-(2-(3-Benzoylphenyl)propionyl)-3H-imidazo[1,2-a]pyrrolo[2,3-e]pyrazine-8-yl)-4-ethyl-N-(2,2,2-trifluoroethyl)pyrrolidine-1-carboxamide